tert-butyl (5-acetylpyridin-2-yl)(2,2,2-trifluoroethyl)carbamate C(C)(=O)C=1C=CC(=NC1)N(C(OC(C)(C)C)=O)CC(F)(F)F